ClC1=C(N=CN1C)C1=C(C(=CC=C1)F)C=1N=C2N(C=CC(=C2)C(=O)O)C1F 2-(2-(5-chloro-1-methyl-1H-imidazol-4-yl)-6-fluorophenyl)-3-fluoroimidazo[1,2-a]pyridine-7-carboxylic acid